3-(2-(cyclopropyl (methyl) amino) ethyl)-1H-indol-5-yl isobutyrate C(C(C)C)(=O)OC=1C=C2C(=CNC2=CC1)CCN(C)C1CC1